3-(hexahydro-1H-pyrido[1,2-a]pyrazin-2(6H)-yl)-2-nitrobenzenamine C1C2N(CCN1C=1C(=C(C=CC1)N)[N+](=O)[O-])CCCC2